methyl 4-(3-chloro-2-fluoro-6-methoxyphenyl)-6-cyanonicotinate ClC=1C(=C(C(=CC1)OC)C1=CC(=NC=C1C(=O)OC)C#N)F